6-{[4-(3-chloro-2-methylphenyl)piperidin-4-yl]amino}-1,3,3-trimethylindol-2-one hydrobromide Br.ClC=1C(=C(C=CC1)C1(CCNCC1)NC1=CC=C2C(C(N(C2=C1)C)=O)(C)C)C